1-bromo-3-(3-bromophenyl)-3,8,8-trimethyldec-9-yn-2-one BrCC(C(CCCCC(C#C)(C)C)(C)C1=CC(=CC=C1)Br)=O